pentanedioic acid mono-[(S)-1-(tert-butylamino-methyl)-2-(4-morpholin-4-yl-[1,2,5]thiadiazol-3-yloxy)-ethyl] ester C(C)(C)(C)NC[C@@H](COC1=NSN=C1N1CCOCC1)OC(CCCC(=O)O)=O